N-[4-chloro-2-cyano-3-(3-methyl-4-oxo-quinazolin-6-yl)oxy-phenyl]pyrrolidine-1-sulfonamide ClC1=C(C(=C(C=C1)NS(=O)(=O)N1CCCC1)C#N)OC=1C=C2C(N(C=NC2=CC1)C)=O